2,6-dimethyl-cresol CC1(CC=CC(=C1O)C)C